C(C)(C)(C)C=1C(C(=CC(C1)C=C)C(C)(C)C)C(=O)C1C(=CC(C=C1C(C)(C)C)C=C)C(C)(C)C 2,6-di-tert-butyl-4-vinyl-2,5-cyclohexadienyl ketone